(1R,2S)-N-(5-(5-methoxybenzo[d]oxazol-2-yl)-8-((methyl-d3)amino)-2,7-naphthyridin-3-yl)-2-methylcyclopropane-1-carboxamide COC=1C=CC2=C(N=C(O2)C2=C3C=C(N=CC3=C(N=C2)NC([2H])([2H])[2H])NC(=O)[C@H]2[C@H](C2)C)C1